6-((4-((3-chloro-2-methoxyphenyl)amino)-2-methyl-3-oxo-2,3-dihydro-1H-pyrazolo[3,4-b]pyridin-6-yl)amino)-3-cyclopropylpyrazine-2-carbonitrile ClC=1C(=C(C=CC1)NC1=C2C(=NC(=C1)NC1=CN=C(C(=N1)C#N)C1CC1)NN(C2=O)C)OC